C(OCCF)([O-])=O monofluoroethyl carbonate